2-CYCLOHEXEN-1-YLETHYLISOCYANIDE C1(=CCCCC1)CC[N+]#[C-]